2-(2-hydroxy-4-tridecyloxy-phenyl)-4,6-bis(2,4-dimethylphenyl)-1,3,5-triazine OC1=C(C=CC(=C1)OCCCCCCCCCCCCC)C1=NC(=NC(=N1)C1=C(C=C(C=C1)C)C)C1=C(C=C(C=C1)C)C